5-((6-Aminoimidazo[1,2-b]pyridazin-3-yl)ethynyl)-N-(4-((4-methylpiperazin-1-yl)methyl)-3-(trifluoromethyl)phenyl)nicotinamide NC=1C=CC=2N(N1)C(=CN2)C#CC=2C=NC=C(C(=O)NC1=CC(=C(C=C1)CN1CCN(CC1)C)C(F)(F)F)C2